4-(4-(6-(((1S,2S,3R,5R)-2-fluoro-8-azabicyclo[3.2.1]octan-3-yl)(methyl)amino)pyridazin-3-yl)-3-hydroxyphenyl)-1-methyl-1,3,5-triazin-2(1H)-one F[C@H]1[C@@H]2CC[C@H](C[C@H]1N(C1=CC=C(N=N1)C1=C(C=C(C=C1)C1=NC(N(C=N1)C)=O)O)C)N2